2-(6-(3,5-Difluoro-6-((1-methyl-1H-indazol-6-yl)methoxy)pyridin-2-yl)-6-azaSpiro[2.5]octan-1-yl)-1-((S)-oxetan-2-ylmethyl)-1H-benzo[d]imidazole-6-carboxylate FC=1C(=NC(=C(C1)F)OCC1=CC=C2C=NN(C2=C1)C)N1CCC2(CC2C2=NC3=C(N2C[C@H]2OCC2)C=C(C=C3)C(=O)[O-])CC1